OC(C)(C)C1=CC=C(CN2N=CC3=C(C=CC(=C23)C(=O)O)C#CC)C=C1 1-(4-(2-Hydroxypropan-2-yl)benzyl)-4-(propane-1-yn-1-yl)-1H-indazole-7-carboxylic acid